tert-butyl (2-(((1r,4r)-4-amino-1-(trifluoromethyl)cyclohexyl)oxy)ethyl)carbamate NC1CCC(CC1)(C(F)(F)F)OCCNC(OC(C)(C)C)=O